(1S,3S)-3-((6-(5-((1-benzyl-1H-1,2,3-triazol-4-yl)(hydroxy)methyl)-1-methyl-1H-1,2,3-triazol-4-yl)-2-methylpyridin-3-yl)oxy)cyclohexane-1-carboxylic acid C(C1=CC=CC=C1)N1N=NC(=C1)C(C1=C(N=NN1C)C1=CC=C(C(=N1)C)O[C@@H]1C[C@H](CCC1)C(=O)O)O